OC1=C(C=CC=C1)C=1C=CC=CC1 4-hydroxy-3,3'-biphenyl